(S)-5-((tert-Butoxycarbonyl)amino)-4-oxa-6-phenylhexanoic acid ethyl ester C(C)OC(CCO[C@@H](CC1=CC=CC=C1)NC(=O)OC(C)(C)C)=O